N-((4-(5-chloro-3-fluoropyridin-2-yl)-2-methyl-3,6-dioxo-1-(4-(trifluoromethyl)benzyl)piperazin-2-yl)methyl)acetamide ClC=1C=C(C(=NC1)N1C(C(N(C(C1)=O)CC1=CC=C(C=C1)C(F)(F)F)(C)CNC(C)=O)=O)F